FC1=CC=C(C=C1)[C@@H]1N(CCC2=CC=CC=C12)C(=O)NC12CC(C1)(C2)NS(=O)(=O)C (S)-1-(4-fluorophenyl)-N-(3-(methylsulfonamido)bicyclo[1.1.1]pentan-1-yl)-3,4-dihydroisoquinoline-2(1H)-carboxamide